COC=1C=CC(=NC1)COC=1C=C2CN(C(C2=CC1)=O)C1=NN(C(C=C1)=O)C 5-[(5-methoxypyridin-2-yl)methoxy]-2-(1-methyl-6-oxo-1,6-dihydropyridazin-3-yl)-2,3-dihydro-1H-isoindol-1-one